C[N+]1=CC(C2=CC=CC=C12)(C)C 1,3,3-trimethyl-3H-indol-1-ium